Methyl (R)-4-(N-((6-cyclohexylpyridin-3-yl)methyl)-1-((perfluorophenyl)sulfonyl)azetidine-2-carboxamido)-2-hydroxybenzoate C1(CCCCC1)C1=CC=C(C=N1)CN(C(=O)[C@@H]1N(CC1)S(=O)(=O)C1=C(C(=C(C(=C1F)F)F)F)F)C1=CC(=C(C(=O)OC)C=C1)O